4-(4-(4-isopropylpiperazin-1-yl)-3-(naphthalene-2-sulfonylamino)benzoyl)piperazine-1-carbonyl cyanide C(C)(C)N1CCN(CC1)C1=C(C=C(C(=O)N2CCN(CC2)C(=O)C#N)C=C1)NS(=O)(=O)C1=CC2=CC=CC=C2C=C1